tert-butyl (3S,4R)-4-{[(1S,2R)-2-amino-3,3-difluorocyclohexyl]oxy}-3-fluoropiperidine-1-carboxylate N[C@@H]1[C@H](CCCC1(F)F)O[C@H]1[C@H](CN(CC1)C(=O)OC(C)(C)C)F